(R)-5-chloro-2-(8-((1-ethylpiperidin-3-yl)amino)imidazo[1,2-d][1,2,4]triazin-5-yl)phenol ClC=1C=CC(=C(C1)O)C1=NN=C(C=2N1C=CN2)N[C@H]2CN(CCC2)CC